4,4-bis[N-(3-methylphenyl)-N-phenylamino]biphenyl CC=1C=C(C=CC1)N(C1=CC=CC=C1)C1(CC=C(C=C1)C1=CC=CC=C1)N(C1=CC(=CC=C1)C)C1=CC=CC=C1